(S)-1-(2-chloro-7-(1-methoxyethyl)pyrazolo[1,5-a]pyrimidin-6-yl)-3-(2-(2-hydroxyethyl)-1-oxo-1,2,3,4-tetrahydroisoquinolin-6-yl)urea ClC1=NN2C(N=CC(=C2[C@H](C)OC)NC(=O)NC=2C=C3CCN(C(C3=CC2)=O)CCO)=C1